C(C(C)C)OC(C1(CC=C(C(=C1)N)Cl)N)=O 4-chloro-1,5-diamino-benzoic acid isobutylester